7-(8-chloronaphthalen-1-yl)-2-((tetrahydro-1H-pyrrolizin-7a(5H)-yl)methoxy)-5,6,7,8-tetrahydropyrido[3,4-d]pyrimidin-4-ol ClC=1C=CC=C2C=CC=C(C12)N1CC=2N=C(N=C(C2CC1)O)OCC12CCCN2CCC1